O[C@@H]1C[C@@H](N(C1)C(=O)OC(C)(C)C)COC1=CC(=C(C=C1)C)C(NC1(CC1)C1=CC=CC2=CC=CC=C12)=O (2R,4R)-tert-butyl 4-hydroxy-2-((4-methyl-3-((1-(naphthalen-1-yl)cyclopropyl) carbamoyl)phenoxy)methyl)pyrrolidine-1-carboxylate